sulfonyl-4-((4-methylpiperidin-1-yl)methyl)piperidine S(=O)(=O)=C1NCCC(C1)CN1CCC(CC1)C